CS(=O)(=O)OCC=1C=NC=C(C1)N1C(NC(CC1)=O)=O (5-(2,4-dioxotetrahydropyrimidin-1(2H)-yl)pyridin-3-yl)methyl methanesulfonate